chloro-N'-phenyl-N'-(prop-2-yn-1-yl)thiophene-2-sulfonyl-hydrazine Tert-butyl-(S)-(1-(1,4-dibromo-5,6,7,8-tetrahydroisoquinolin-3-yl)-2-(3,5-difluorophenyl)ethyl)carbamate C(C)(C)(C)N(C(O)=O)[C@@H](CC1=CC(=CC(=C1)F)F)C=1N=C(C=2CCCCC2C1Br)Br.ClN(N(CC#C)C1=CC=CC=C1)S(=O)(=O)C=1SC=CC1